4-Methylphenyl-2,4,6-trimethylphenylsulfone CC1=CC=C(C=C1)C=1C(=C(C(=CC1C)C)S(=O)(=O)C1=C(C(=C(C=C1C)C)C1=CC=C(C=C1)C)C)C